diiodiononane IC(CCCC)(CCCC)I